C(C1=CC=CC=C1)OC=1C=CC2=C(C(=C(O2)C)C(=O)NC2=NC=CN=C2)C1 5-(benzyloxy)-2-methyl-N-(pyrazin-2-yl)benzofuran-3-carboxamide